C1(C=CC(N1CCCC(=O)ON1C(C(CC1=O)S(=O)(=O)O)=O)=O)=O N-gamma-maleimidobutyryl-oxysulfosuccinimide